di(p-methoxybenzylidene)cyclohexanone (3R)-(+)-[2-(4-methoxybenzenesulfonyl)-1,2,3,4-tetrahydroisoquinoline-3-hydroxamate] COC1=CC=C(C=C1)S(=O)(=O)N1CC2=CC=CC=C2C[C@@H]1C(=O)NO.COC1=CC=C(C=C2C(C(CCC2)=O)=CC2=CC=C(C=C2)OC)C=C1